CC1(C(CNO1)SCC=1C(=NN(C1O)C)C(F)(F)F)C 4-(((5,5-dimethyl-dihydroisoxazol-4-yl)thio)methyl)-1-methyl-3-(trifluoromethyl)-1H-pyrazol-5-ol